O-methyl-hydroxyl-amine hydrochloride Cl.CON